BrC=1C=C(C=C2CCC(C12)=O)F 7-Bromo-5-fluoro-2,3-dihydro-1H-inden-1-one